NC1CCN(CC1)C=1C=C(C=2N(N1)C(=CN2)C2=CSC=C2)NCC2=NC1=C(N2)C(=CC=C1)Cl 6-(4-aminopiperidin-1-yl)-N-((7-chloro-1H-benzo[d]imidazol-2-yl)methyl)-3-(thiophen-3-yl)imidazo[1,2-b]pyridazin-8-amine